3-(3-phenylureido)benzenesulfonamide C1(=CC=CC=C1)NC(NC=1C=C(C=CC1)S(=O)(=O)N)=O